C(C=C)SC1=NC=NN1C[C@]1(OC[C@@H]1C1=C(C=CC=C1)Cl)C1=C(C=C(C=C1)F)F |o1:10,13| 5-(allylsulfanyl)-1-{[rel-(2R,3S)-3-(2-chlorophenyl)-2-(2,4-difluorophenyl)oxetan-2-yl]methyl}-1H-1,2,4-triazole